(2R,3S,4R,5R)-2,3,4,5,6-pentaacetyl-gluconic acid C(C)(=O)[C@](C(=O)O)(O)[C@@](O)([C@](O)([C@](O)(C(O)C(C)=O)C(C)=O)C(C)=O)C(C)=O